beta-octyl glucopyranoside O(C1[C@H](O)[C@@H](O)[C@H](O)[C@H](O1)CO)C(C)CCCCCC